FC(C=1N=C(N(N1)CC1=CC=C(C=C1)C1=NOC(=N1)C(F)(F)F)N)(F)F 5-(trifluoromethyl)-2-[[4-[5-(trifluoromethyl)-1,2,4-oxadiazol-3-yl]phenyl]methyl]-1,2,4-triazol-3-amine